2-(4-bromo-3-methoxyphenyl)-5-methyl-1,3,4-oxadiazole BrC1=C(C=C(C=C1)C=1OC(=NN1)C)OC